1,2-dicyclohexyl-3-(1-piperidinyl)guanidine vinyl-acetate vinyl-laurate C(=C)C(C(=O)O)CCCCCCCCCC.C(=C)CC(=O)O.C1(CCCCC1)NC(=NC1CCCCC1)NN1CCCCC1